ClC=1C(N(C=CC1Cl)C1=CC=C(C=C1)N1N=C(C(=C1)C(=O)OCC)C(F)(F)F)=O Ethyl 1-(4-(3,4-dichloro-2-oxopyridin-1(2H)-yl)phenyl)-3-(trifluoromethyl)-1H-pyrazole-4-carboxylate